(5R)-9,9-dimethyl-8-oxo-2-[4-(trifluoromethyl)pyridine-3-carbonyl]-2-azaspiro[4.5]dec-6-ene-7-carbonitrile CC1(C(C(=C[C@]2(CCN(C2)C(=O)C=2C=NC=CC2C(F)(F)F)C1)C#N)=O)C